methyl 5-bromo-2-(chlorosulfonyl)-6-methylnicotinate BrC=1C(=NC(=C(C(=O)OC)C1)S(=O)(=O)Cl)C